methyl (s,6S,14S,E)-8-(2-(5-bromopyridin-2-yl)hydrazineylidene)-5-ethyl-3-methyl-2,3,4,5,6,7,8,9-octahydro-1H-2,6-methanoazecino[5,4-b]indole-14-carboxylate BrC=1C=CC(=NC1)N\N=C\1/C[C@H]2C(CN([C@@H](CC3=C1NC=1C=CC=CC31)[C@H]2C(=O)OC)C)CC